Cl.CC1(OC2=C(O1)C=CC=C2C2CCNCC2)C2=NC=CC=C2 2-[2-methyl-4-(piperidin-4-yl)-1,3-benzodioxol-2-yl]pyridine, hydrochloride